2-[3,5-dichloro-4-[(5-cyclobutyl-6-oxo-1H-pyridazin-3-yl)oxy]phenyl]-3,5-dioxo-4H-1,2,4-triazine-6-carbonitrile ClC=1C=C(C=C(C1OC1=NNC(C(=C1)C1CCC1)=O)Cl)N1N=C(C(NC1=O)=O)C#N